FC1=C(OCC=2C=C(C(=O)OC)C=CC2)C=C(C=C1)CO methyl 3-((2-fluoro-5-(hydroxymethyl)phenoxy)methyl)benzoate